dibenzo[4,5:6,7]pyrido[3',2':8,9]azonino[3,2,1-jk]carbazole C1=CC=CC=2C3=CC=CC4=C3N(C12)C1=C(C2=C(C3=C4C=CC=C3)C=CC=C2)C=CC=N1